(±)-4-[3-(4-chloro-1,5-dimethyl-1H-indole-2-amido)oxolan-3-yl]benzoic acid ClC1=C2C=C(N(C2=CC=C1C)C)C(=O)N[C@@]1(COCC1)C1=CC=C(C(=O)O)C=C1 |r|